CC1=NC(=NC(=C1)C)[C@@H]1[C@H](C1)C(=O)OCC |r| rac-ethyl (1S*,2S*)-2-(4,6-dimethylpyrimidin-2-yl)cyclopropane-1-carboxylate